6-(3-Chloro-2-fluoro-4-{[(1S*,2S*)-2-(hydroxymethyl)cyclopropyl]methoxy}phenyl)-5-methyl-4,5-dihydro-2H-pyridazin-3-one ClC=1C(=C(C=CC1OC[C@@H]1[C@H](C1)CO)C=1C(CC(NN1)=O)C)F |o1:9,10|